N-(1-METHYL-1H-INDAZOL-7-YL)-6-(5-METHYL-1H-PYRAZOL-1-YL)PYRIDINE-3-SULFONAMIDE CN1N=CC2=CC=CC(=C12)NS(=O)(=O)C=1C=NC(=CC1)N1N=CC=C1C